N=1N=CN2C=NC(=CC21)OC2=C(C=C(C=C2)N2CN=C(C1=CC(=CC=C21)C2=CC(=CC=C2)F)N)C N-(4-([1,2,4]triazolo[4,3-c]pyrimidin-7-yloxy)-3-methylphenyl)-6-(3-fluorophenyl)-4-aminoquinazoline